6-(4-Cyano-1H-pyrazol-1-yl)-4-hydroxy-N-(4-(trifluoromethyl)benzyl)nicotinamide C(#N)C=1C=NN(C1)C1=NC=C(C(=O)NCC2=CC=C(C=C2)C(F)(F)F)C(=C1)O